ClC=1C(=NC(=NC1)NC1CCOCC1)C1=CC=C2CN(C(C2=C1)=O)[C@@H](C(=O)N[C@H]([C@H](C)O)C1=CC(=CC=C1)C)C (2R)-2-(6-{5-chloro-2-[(oxan-4-yl)amino]pyrimidin-4-yl}-1-oxo-2,3-dihydro-1H-isoindol-2-yl)-N-[(1S,2S)-2-hydroxy-1-(3-methylphenyl)propyl]propanamide